(6aS)-5-hydroxy-5-methyl-3-(trifluoromethyl)-5,6,6a,7,9,10-hexahydro-8H-pyrazino[1,2-a][1,8]naphthyridin OC1(C[C@@H]2N(C=3N=CC(=CC13)C(F)(F)F)CCNC2)C